C1(CC1)C#C[C@@]1(NC(NC2=CC(=C(C=C12)F)CN1C(=NNC1=O)C)=O)C(F)(F)F (S)-4-(cyclopropylethynyl)-6-fluoro-7-((3-methyl-5-oxo-1,5-dihydro-4H-1,2,4-triazol-4-yl)methyl)-4-(trifluoromethyl)-3,4-dihydroquinazolin-2(1H)-one